C(=O)O.FC1=C(C(=O)N([C@H]2CNCCC2)C=2N=CC=C3C2N(C=C3)C)C=CC(=C1)C=1C=NN(C1)C (R)-2-fluoro-4-(1-methyl-1H-pyrazol-4-yl)-N-(1-methyl-1H-pyrrolo[2,3-c]pyridin-7-yl)-N-(piperidin-3-yl)benzamide formic acid salt